C(#N)C=1N=C2N(C(=NC=3C(=CC(=CC23)C)[C@@H](C)NC2=C(C(=O)O)C=CC=C2)N2CCCCC2)C1 (R)-2-((1-(2-cyano-9-methyl-5-(piperidin-1-yl)imidazo[1,2-c]quinazolin-7-yl)ethyl)amino)benzoic acid